carboxymethylhydroxylysine C(=O)(O)CN[C@@H](CC[C@@H](O)CN)C(=O)O